tert-butyl N-(bromoacetyl)-N-cyclopentylglycinate BrCC(=O)N(CC(=O)OC(C)(C)C)C1CCCC1